N-(3-bromo-4-fluorophenyl)-N'-hydroxy-4-((2-(3-methyl-2-carbonylimidazol-4-yl)ethyl)amino)-1,2,5-oxadiazole-3-carboxamidine BrC=1C=C(C=CC1F)NC(=NO)C1=NON=C1NCCC=1N(C(NC1)=C=O)C